FC1=C(C=C(C=C1)NC(=O)C=1C(=NC=C(C1)C(F)(F)F)N1CCCCC1)S(N)(=O)=O N-(4-fluoro-3-sulfamoyl-phenyl)-2-(1-piperidyl)-5-(trifluoro-methyl)pyridine-3-carboxamide